7-chloro-2-methylsulfonyl-thiazolo[4,5-d]Pyrimidine ClC=1C2=C(N=CN1)N=C(S2)S(=O)(=O)C